2-[(1-methylcyclopropyl)sulfamoyl]-2,6-diazaspiro[3.3]heptane-6-carboxylic Acid Tert-Butyl Ester C(C)(C)(C)OC(=O)N1CC2(CN(C2)S(NC2(CC2)C)(=O)=O)C1